N-(8'-bromo-4'H-spiro[cyclopropane-1,5'-naphtho[2,1-d]isoxazol]-3'-yl)-2,6-dimethoxy-N-((2-(trimethylsilyl)ethoxy)methyl)benzenesulfonamide BrC1=CC=C2C3(CC=4C(=NOC4C2=C1)N(S(=O)(=O)C1=C(C=CC=C1OC)OC)COCC[Si](C)(C)C)CC3